tin-silver-copper-praseodymium [Pr].[Cu].[Ag].[Sn]